C(C)N1N=C(C(=C1)C=1N(N=CC1C1=C2C(=CN=C1)SC(=C2)C#N)C)C(F)(F)F 4-(1'-ethyl-2-methyl-3'-(trifluoromethyl)-1'H,2H-[3,4'-bipyrazol]-4-yl)thieno[2,3-c]pyridine-2-carbonitrile